ClC=1C(=NC=CC1)C(=O)NS(=O)(=O)C1=CC=CC=C1 3-chloro-N-(phenylsulfonyl)pyridineamide